(Boc)-4-aminobenzoic acid C(=O)(OC(C)(C)C)C1=C(C(=O)O)C=CC(=C1)N